5-((3S)-3-(((9,10-difluoro-3-methyl-7-oxo-3,7-dihydro-2H-[1,4]oxazino[2,3,4-ii]quinolin-6-yl)methyl)amino)piperidin-1-yl)picolinonitrile FC=1C=C2C(C(=CN3C2=C(C1F)OCC3C)CN[C@@H]3CN(CCC3)C=3C=CC(=NC3)C#N)=O